NC1=CC=C(C(=N1)C)C1=CNC2=NC(=CC=C21)NC(=O)C2CC2 N-(3-(6-amino-2-methylpyridin-3-yl)-1H-pyrrolo[2,3-b]pyridin-6-yl)cyclopropanecarboxamide